6-chloro-3-isopropyl-N-(6-methoxypyrimidin-4-yl)-[1,2,4]triazolo[4,3-b]pyridazin-8-amine ClC=1C=C(C=2N(N1)C(=NN2)C(C)C)NC2=NC=NC(=C2)OC